2-(butyl)-3,5-dichloro-6-(2-methyl-1H-indol-3-yl)cyclohexane-2,5-diene-1,4-dione C(CCC)C=1C(C(=C(C(C1Cl)=O)Cl)C1=C(NC2=CC=CC=C12)C)=O